CN1N=CC=2C=NC(=CC21)N[C@@H](C)C2=CC=CC=C2 methyl-6-{[(1S)-1-phenylethyl]amino}-1H-pyrazolo[4,3-c]pyridin